7-(3,3-Dimethylbut-1-yn-1-yl)-5-(2-(pyrimidin-2-ylamino)pyridin-4-yl)-1H-indazol-3-amine CC(C#CC=1C=C(C=C2C(=NNC12)N)C1=CC(=NC=C1)NC1=NC=CC=N1)(C)C